(benzo[b]thiophen-2-yl)-2-((4-fluorophenyl)(hydroxy)methyl)-3-oxopropanenitrile S1C2=C(C=C1C(C#N)(C=O)C(O)C1=CC=C(C=C1)F)C=CC=C2